3'-O-methyldiosmetin COC=1C=C(C=2OC=3C=C(C=C(C3C(C2)=O)O)O)C=CC1OC